(R)-4-(4-methyl-2-oxopiperazin-1-yl)-3-(4-methylphenyl)-N-((R)-1-(6-(trifluoromethyl)pyridin-3-yl)ethyl)-4,5-dihydro-1H-pyrazole-1-carboxamide CN1CC(N(CC1)[C@H]1C(=NN(C1)C(=O)N[C@H](C)C=1C=NC(=CC1)C(F)(F)F)C1=CC=C(C=C1)C)=O